ClC=1N=CN(C(C1)=O)CC1(CCN(CC12CCCC2)C(=O)[O-])O 10-((4-chloro-6-oxopyrimidin-1(6H)-yl)methyl)-10-hydroxy-7-azaspiro[4.5]decane-7-carboxylate